dicyclohexyl-octyl-diethoxysilane tert-butyl-N-[7-bromo-6-[(2S)-2-(tert-butoxycarbonylamino)propyl]-2-chloro-thieno[3,2-d]pyrimidin-4-yl]-N-(2-thienylmethyl)carbamate C(C)(C)(C)OC(N(CC=1SC=CC1)C=1C2=C(N=C(N1)Cl)C(=C(S2)C[C@H](C)NC(=O)OC(C)(C)C)Br)=O.C2(CCCCC2)C(C)(O[SiH](OCC)CCCCCCCC)C2CCCCC2